C(=O)O.FC(C=1C=CC=C(C#N)C1)(F)F 5-(trifluoromethyl)benzonitrile formate salt